8-[3-pyridazin-3-yl-1-(2-trimethylsilylethoxymethyl)pyrrolo[2,3-b]pyridin-4-yl]-1,8-diazaspiro[5.5]undecane-1-carboxylic acid tert-butyl ester C(C)(C)(C)OC(=O)N1CCCCC12CN(CCC2)C2=C1C(=NC=C2)N(C=C1C=1N=NC=CC1)COCC[Si](C)(C)C